CC1CC2=C(C3=CC=CC=C3N=C2/C(/C1)=C/C1=CC=C(C=C1)C1=C(C=C(C=C1Cl)Cl)Cl)C(=O)O (E)-2-methyl-4-((2',4',6'-trichloro-[1,1'-biphenyl]-4-yl)methylene)-1,2,3,4-tetrahydroacridine-9-carboxylic acid